tert-butyl 2-(5-(N-(tert-butoxycarbonyl) ethylsulfonimidoyl)-2-(3,3-dicarbamoylazetidin-1-yl) phenyl)-1H-indole-1-carboxylate C(C)(C)(C)OC(=O)N=S(=O)(CC)C=1C=CC(=C(C1)C=1N(C2=CC=CC=C2C1)C(=O)OC(C)(C)C)N1CC(C1)(C(N)=O)C(N)=O